N1-(2-(dimethylamino)ethyl)-5-methoxy-N1-methyl-N4-(4-(5'-methylspiro[cyclobutane-1,3'-pyrrolo[3,2-b]pyridin]-1'(2'H)-yl)pyrimidin-2-yl)benzene-1,2,4-triamine CN(CCN(C=1C(=CC(=C(C1)OC)NC1=NC=CC(=N1)N1CC2(C3=NC(=CC=C31)C)CCC2)N)C)C